C(C1=CC=CC=C1)N1COCC1 3-benzyl-4,5-dihydro-oxazole